NC1=C(C(=NN1C(C)C)C1=NC=C(C=C1)C(C(NC1=NOC(=C1)C(C)(CC(F)(F)F)C)=O)C)C(=O)N 5-Amino-1-isopropyl-3-(5-(1-oxo-1-((5-(4,4,4-trifluoro-2-methylbutan-2-yl)isoxazol-3-yl)amino)propan-2-yl)pyridin-2-yl)-1H-pyrazole-4-carboxamide